C12CNCC(CC1)N2C2=CC1=C(NC(=N1)C=1C=CC(=C3C=NC(C13)=O)C1=CNC3N=CC=CC31)C=C2 7-(5-(3,8-diazabicyclo[3.2.1]octan-8-yl)-1H-benzo[d]imidazol-2-yl)-4-(3a,7a-dihydro-1H-pyrrolo[2,3-b]pyridin-3-yl)isoindol-1-one